2-(7-(difluoromethyl)-6-(1-methyl-1H-pyrazol-4-yl)-3,4-dihydroquinolin-1(2H)-yl)-6,7-dihydro-5H-cyclopenta[b]pyridine-7-carboxylic acid FC(C1=C(C=C2CCCN(C2=C1)C1=CC=C2C(=N1)C(CC2)C(=O)O)C=2C=NN(C2)C)F